tert-butyl (R)-3-(3-(6-(piperidin-1-yl)pyridin-3-yl)-1,2,4-oxadiazol-5-yl)pyrrolidine-1-carboxylate N1(CCCCC1)C1=CC=C(C=N1)C1=NOC(=N1)[C@H]1CN(CC1)C(=O)OC(C)(C)C